(5R)-5-ethyl-5-methyl-3-[5-(7-methylspiro[2H-benzofuran-3,1'-cyclopropane]-4-yl)oxypyrazin-2-yl]imidazolidine-2,4-dione C(C)[C@@]1(C(N(C(N1)=O)C1=NC=C(N=C1)OC1=CC=C(C2=C1C1(CC1)CO2)C)=O)C